OC(C)C1=CC=C(C=C1)CC#N 2-(4-(1-hydroxyethyl)phenyl)acetonitrile